6-chloro-5-nitropyrimidin-4(1H)-one ClC1=C(C(N=CN1)=O)[N+](=O)[O-]